NC(S)=[NH2+] isothiouronium